N-(4-(5-(2,4-bis(trifluoromethyl)benzyl)-2-(2,6-diethylphenyl)-4,5,6,7-tetrahydro-2H-pyrazolo[4,3-c]pyridin-3-yl)-2,5-difluorophenyl)formamide FC(C1=C(CN2CC=3C(CC2)=NN(C3C3=CC(=C(C=C3F)NC=O)F)C3=C(C=CC=C3CC)CC)C=CC(=C1)C(F)(F)F)(F)F